calcium disuccinate C(CCC(=O)[O-])(=O)[O-].C(CCC(=O)[O-])(=O)[O-].[Ca+2].[Ca+2]